COCCCCCC 1-methoxyhexane